(R)-1-(8-methoxy-9-(1-methyl-1H-pyrazol-3-yl)-1-(2,2,2-trifluoroethyl)-5,6-dihydroimidazo[5,1-a]isoquinoline-3-carbonyl)-2-methylpyrrolidine-2-carboxamide COC=1C=C2CCN3C(C2=CC1C1=NN(C=C1)C)=C(N=C3C(=O)N3[C@](CCC3)(C(=O)N)C)CC(F)(F)F